4-(5-Bromo-1H-pyrazol-3-yl)-N-ethyl-4-(2-hydroxyethoxy)piperidine-1-carboxamide BrC1=CC(=NN1)C1(CCN(CC1)C(=O)NCC)OCCO